CC1=NC=C(C(=C1)C1=C(C=C(C=C1)NC([C@H](C(C1=CC=CC=C1)C1=CC=CC=C1)NC(=O)C1=CC=NN1C)=O)F)C (S)-N-(1-((4-(2,5-dimethylpyridin-4-yl)-3-fluorophenyl)amino)-1-oxo-3,3-diphenylpropan-2-yl)-1-methyl-1H-pyrazole-5-carboxamide